N-{4-[2-((2R)-2-methylpiperazinyl)-2-oxoethyl]phenyl}{[(4-chlorophenyl)methyl]amino}carboxamide C[C@H]1N(CCNC1)C(CC1=CC=C(C=C1)NC(=O)NCC1=CC=C(C=C1)Cl)=O